1-methyl-N-Fmoc-tryptophan CN1C=C(C[C@H](NC(=O)OCC2C3=CC=CC=C3C3=CC=CC=C23)C(=O)O)C2=CC=CC=C12